FC=1C(=NC(=C(C1)[N+](=O)[O-])OC)O 3-Fluoro-6-methoxy-5-nitropyridin-2-ol